O=C1N(C(C2=CC=CC=C12)=O)CCCCOC=1C=C(C=C(C1)CN(CC1=NC=CC=C1)CC1=CC=CC(=N1)NC(OC(C)(C)C)=O)CN(CC1=NC=CC=C1)CC1=CC=CC(=N1)NC(OC(C)(C)C)=O Di-tert-butyl (((((5-(4-(1,3-dioxoisoindolin-2-yl)butoxy)-1,3-phenylene)bis(methylene))bis((pyridin-2-ylmethyl)azanediyl))bis(methylene))bis(pyridine-6,2-diyl))dicarbamate